CC(C#N)(C)C1=C2C(=NC(=C1)N1[C@@H](COCC1)C)N(C=C2C)C2=NN(C=C2)COCC[Si](C)(C)C (R)-2-methyl-2-(3-methyl-6-(3-methylmorpholino)-1-(1-((2-(trimethylsilyl)ethoxy)methyl)-1H-pyrazol-3-yl)-1H-pyrrolo[2,3-b]pyridin-4-yl)propionitrile